methyl 1-(4-(azetidin-3-yl)-2,6-diethylbenzyl)piperidine-4-carboxylate N1CC(C1)C1=CC(=C(CN2CCC(CC2)C(=O)OC)C(=C1)CC)CC